N-(3-hydroxypropyl)-4-(6-phenylimidazo[1,5-a]pyrazin-3-yl)benzamide OCCCNC(C1=CC=C(C=C1)C1=NC=C2N1C=C(N=C2)C2=CC=CC=C2)=O